1-cyclohexyl-pyrazole-4-boronic acid pinacol ester C1(CCCCC1)N1N=CC(=C1)B1OC(C)(C)C(C)(C)O1